N-[(S)-1-(3-cyano-5-methoxyphenyl)ethyl]-4-[(S)-5-methyl-1,4-diazepan-1-yl]-8-cyclopropyl-6-methyl-1,7-diaza-3-naphthamide C(#N)C=1C=C(C=C(C1)OC)[C@H](C)NC(=O)C=1C=NC2=C(N=C(C=C2C1N1CCN[C@H](CC1)C)C)C1CC1